5-(3-chloro-4-piperazin-1-yl-phenyl)-3-[3-[[ethyl(methyl)sulfamoyl]amino]-2,6-difluoro-benzoyl]-1H-pyrrolo[2,3-b]pyridine ClC=1C=C(C=CC1N1CCNCC1)C=1C=C2C(=NC1)NC=C2C(C2=C(C(=CC=C2F)NS(N(C)CC)(=O)=O)F)=O